FC1(OC2=C(O1)C=CC(=C2)C(C)OC=2C=C(C=CC2)N2N=C(C1=C2NCCC1)C(F)(F)F)F 1-[3-[1-(2,2-difluoro-1,3-benzodioxol-5-yl)ethoxy]phenyl]-3-(trifluoromethyl)-4,5,6,7-tetrahydropyrazolo[3,4-b]pyridine